Benzyl 4-(cyclopropylmethoxy)-2-(4-(methoxycarbonyl)-3-(methylamino)phenyl)piperidine-1-carboxylate C1(CC1)COC1CC(N(CC1)C(=O)OCC1=CC=CC=C1)C1=CC(=C(C=C1)C(=O)OC)NC